4-((2-chloroethyl)(2-methanesulfonyloxyethyl)amino)benzoyl-L-glutamic acid ClCCN(C1=CC=C(C(=O)N[C@@H](CCC(=O)O)C(=O)O)C=C1)CCOS(=O)(=O)C